[Si](C)(C)(C(C)(C)C)OCC1=CN(C(N(C1=O)C(C(=O)NC(C)C)C)=O)CC(=O)C1=C(C=CC(=C1)F)OC 2-(5-(((tert-butyldimethylsilyl)oxy)methyl)-3-(2-(5-fluoro-2-methoxyphenyl)-2-oxoethyl)-2,6-dioxo-3,6-dihydropyrimidin-1(2H)-yl)-N-isopropylpropionamide